O[C@@H]1C[C@H](N(C1)C(C(C(C)C)C1=CC(=NO1)C)=O)C(=O)NCC1=C(C=C(C=C1)C1=C(N=CS1)C)OCC=O (2S,4R)-4-hydroxy-1-(3-methyl-2-(3-methylisoxazol-5-yl)butanoyl)-N-(4-(4-methylthiazol-5-yl)-2-(2-oxoethoxy)benzyl)pyrrolidine-2-carboxamide